Isopropyl (1S,3S)-3-((2-(5-(hydroxymethyl)-1-methyl-1H-pyrazol-4-yl)-4-methylpyrimidin-5-yl)oxy)cyclohexane-1-carboxylate OCC1=C(C=NN1C)C1=NC=C(C(=N1)C)O[C@@H]1C[C@H](CCC1)C(=O)OC(C)C